Bromotrifluorocyclopropene BrC1(C(=C1F)F)F